C(C)(C)(C)C=C(C(=O)N)C tertbutylmethacrylamide